CC1(OB(OC1(C)C)C1=C(CCN(C1)C(=O)OC(C)(C)C)C(=O)OCC)C 1-(tert-butyl) 4-ethyl 5-(4,4,5,5-tetramethyl-1,3,2-dioxaborolan-2-yl)-3,6-dihydropyridine-1,4(2H)-dicarboxylate